2-isopropenyl-4-ethyl-2-oxazoline C(=C)(C)C=1OCC(N1)CC